tert-butyl (3-cyano-4-(7-(((2R,7aS)-2-fluorotetrahydro-1H-pyrrolizin-7a(5H)-yl)methoxy)-2-methyl-9-(1,4-oxazepan-4-yl)-2H-pyrazolo[4,3-f]quinazolin-4-yl)benzo[b]thiophen-2-yl)carbamate C(#N)C=1C2=C(SC1NC(OC(C)(C)C)=O)C=CC=C2C=2C=1C(C=3C(=NC(=NC3C2)OC[C@]23CCCN3C[C@@H](C2)F)N2CCOCCC2)=CN(N1)C